CCC(=O)CC(=O)[O-] The molecule is a member of oxopentanoates and a 3-oxo fatty acid anion. It is a conjugate base of a 3-oxopentanoic acid.